1-(3-(2,3-Dichloro-6-fluorophenyl)-3-(pyrazolo[1,5-a]pyridin-6-ylamino)azetidin-1-yl)prop-2-en-1-one ClC1=C(C(=CC=C1Cl)F)C1(CN(C1)C(C=C)=O)NC=1C=CC=2N(C1)N=CC2